CC(=CCC=1C(=C(C(=CC1O)CCCCC)S(=O)(=O)N(C)C)O)CCC=C(C)C 3-(3,7-dimethylocta-2,6-dien-1-yl)-2,4-dihydroxy-N,N-dimethyl-6-pentylbenzenesulfonamide